3-(2-chloroethoxy)-N,N-dimethylaniline ClCCOC=1C=C(N(C)C)C=CC1